((3R)-8-(2-chloro-5-fluorophenoxy)-7-(difluoromethyl)-1-methyl-2-oxo-1,2,3,4-tetrahydroquinolin-3-yl)urea ClC1=C(OC=2C(=CC=C3C[C@H](C(N(C23)C)=O)NC(=O)N)C(F)F)C=C(C=C1)F